OC1=C(C(=CC(=C1)C(F)(F)F)C)C1=CC(=C(N=N1)NC1CCC(N(C1)C)=O)C 5-((6-(2-Hydroxy-6-methyl-4-(trifluoromethyl)phenyl)-4-methylpyridazin-3-yl)amino)-1-methylpiperidin-2-one